ClC1=CC(=NC=C1)C1CN(C1)[C@H]1[C@@H](CCCC1)OC=1C=C2CN(C(C2=CC1)=O)N1C(CCCC1=O)=O (5-(((trans)-2-(3-(4-chloropyridin-2-yl)azetidin-1-yl)cyclohexyl)oxy)-1-oxoisoindolin-2-yl)piperidine-2,6-dione